Cl[O-].C[NH+](C)C trimethyl-ammonium hypochlorite